ClC=1C=C2C(=C(C(N(C2=CC1)C)=O)C(=O)OC(C)(C)C)N1CCC(CC1)(O)[C@H](C1=CC=CC=C1)C1=NC=C(C=C1)Cl tert-butyl 6-chloro-4-[4-[(R)-(5-chloro-2-pyridyl)-phenyl-methyl]-4-hydroxy-1-piperidyl]-1-methyl-2-oxo-quinoline-3-carboxylate